OCC(CO)OS(=O)(=O)C1=CC=C(C=C1)C 1,3-dihydroxypropane-2-yl-4-methylbenzenesulfonate